2,6-dichloroquinazolin ClC1=NC2=CC=C(C=C2C=N1)Cl